N-(3-bromo-4-fluoro-phenyl)sulfonyl-N-isopropyl-carbamic acid tert-butyl ester C(C)(C)(C)OC(N(C(C)C)S(=O)(=O)C1=CC(=C(C=C1)F)Br)=O